FC(C(=O)OCCC)(C(F)(F)F)C(F)(F)F propyl perfluoroisobutyrate